N[C@@H](CC(=O)OC(C)(C)C)CO[Si](C1=CC=CC=C1)(C1=CC=CC=C1)C(C)(C)C tert-butyl (3S)-3-amino-4-[(tert-butyldiphenylsilyl)oxy]butanoate